N-dodecyl-glucosyl-lauramide C(CCCCCCCCCCC)NC(C(CCCCCCCCCC)C1[C@H](O)[C@@H](O)[C@H](O)[C@H](O1)CO)=O